C(C)(C)(C)OC(=O)N1CC(C1)C1=C(C=C(C=C1)OC(F)(F)F)F 3-(2-fluoro-4-(trifluoromethoxy)phenyl)azetidine-1-carboxylic acid tert-butyl ester